NC1=CC=C(C=C1)C1=C(C(=C(C=2N=C(NC21)C)C2=CC=C(C=C2)N)C)C 4,7-bis(4-aminophenyl)-2,5,6-trimethylbenzo[d]imidazole